4-[2,2-difluoroethyl-[2-[2-[1-(trifluoromethyl)cyclopropyl]ethynyl]-4-pyridyl]amino]-5,6-difluoro-1-(trideuteriomethyl)quinazolin-2-one FC(CN(C1=NC(N(C2=CC=C(C(=C12)F)F)C([2H])([2H])[2H])=O)C1=CC(=NC=C1)C#CC1(CC1)C(F)(F)F)F